methyl-1-[4-[5-isopropyl-3-(trifluoromethyl)pyrazol-1-yl]phenyl]methanamine CC(N)C1=CC=C(C=C1)N1N=C(C=C1C(C)C)C(F)(F)F